methylolphenoxyacetic acid C(O)C(C(=O)O)OC1=CC=CC=C1